NC1=NC=C(C2=C1C(=NN2[C@@H]2CN(CC2)C(C=C)=O)C#CC2=CC1=C(S2)C(=CC(=C1)C)OC)Cl (S)-1-(3-(4-amino-7-chloro-3-((7-methoxy-5-methylbenzo[b]thiophen-2-yl)ethynyl)-1H-pyrazolo[4,3-c]pyridin-1-yl)pyrrolidin-1-yl)prop-2-en-1-one